BrC1=CC(=C(C(=C1)F)N1CC(CCC1)CC#N)F 2-[1-(4-bromo-2,6-difluoro-phenyl)-3-piperidinyl]Acetonitrile